N1CC(C1)(O)[2H] Azetidin-3-d-3-ol